COC1OC(C=2N=C(N=CC21)NC2=NC=C(C(=C2)N[C@H](CO)C2=CC=CC=C2)C2=NC(=NO2)C21CCN(CC2)CC1)(C)C (S)-2-((2-((5-methoxy-7,7-dimethyl-5,7-dihydrofuro[3,4-d]pyrimidin-2-yl)amino)-5-(3-(quinuclidin-4-yl)-1,2,4-oxadiazol-5-yl)pyridin-4-yl)amino)-2-phenylethan-1-ol